C(#N)C1=CC(=C(C=C1)C1=CC(=NC(=C1)C1CC1)NC(C=1C(N(C=C(C1)CNCCOC)C1CC1)=O)=O)C1=C(N=CO1)C N-{4-[4-cyano-2-(4-methyl-1,3-oxazol-5-yl)phenyl]-6-cyclopropyl-2-pyridyl}-1-cyclopropyl-5-[(2-methoxyethylamino)methyl]-2-oxo-1,2-dihydronicotinamide